[K].FC1=CC(=C(C(=C1)C1=CC(=NC=C1)OC)CC(=O)NS(=O)(=O)C1=CC(=C(C=C1)C(C)(C)O)F)C(C)C 2-(4-Fluoro-2-isopropyl-6-(2-methoxypyridin-4-yl)phenyl)-N-((3-fluoro-4-(2-hydroxypropan-2-yl)phenyl)sulfonyl)acetamide, potassium salt